COC(C1=C(C=CC(=C1)CBr)F)=O 5-(bromomethyl)-2-fluorobenzoic acid methyl ester